4-(4-((1S,4R)-2-Oxa-5-azabicyclo[2.2.2]octan-5-yl)-8-fluoro-2-(((2R,7aS)-2-fluorotetrahydro-1H-pyrrolizin-7a(5H)-yl)methoxy)pyrido[4,3-d]pyrimidin-7-yl)-5-ethyl-6-fluoronaphthalen-2-ol [C@@H]12OC[C@H](N(C1)C=1C3=C(N=C(N1)OC[C@]14CCCN4C[C@@H](C1)F)C(=C(N=C3)C3=CC(=CC1=CC=C(C(=C31)CC)F)O)F)CC2